2-methyl-6-(methylthio)-1-pyridin-2-yl-1,2-dihydro-3H-pyrazolo[3,4-d]pyrimidin-3-one CN1N(C2=NC(=NC=C2C1=O)SC)C1=NC=CC=C1